5-methyl-1h-indazole-4-boronic acid CC1=C(C=2C=NNC2C=C1)B(O)O